n-ethyl-3-(4-methoxyphenyl)-N-(thiophen-2-ylmethyl)propanamide C(C)N(C(CCC1=CC=C(C=C1)OC)=O)CC=1SC=CC1